4-(tert-butyl)piperazine C(C)(C)(C)N1CCNCC1